ClC1=C(C=2N(C=C1)C=NC2CNC(=O)C=2N=NN(C2)CC=2N=C1N(C=C(C=C1C1=CN=C(S1)C(=O)OC(C)(C)C)C1CC1)C2)F tert-butyl 5-(2-((4-(((7-chloro-8-fluoroimidazo[1,5-a]pyridin-1-yl)methyl)carbamoyl)-1H-1,2,3-triazol-1-yl)methyl)-6-cyclopropylimidazo[1,2-a]pyridin-8-yl)thiazole-2-carboxylate